N[C@H](C(=O)OCOC(=O)N1[C@@H]2[C@H](CC1)[C@@](NC2)(C(=O)O)CCCCB(O)O)C (3aS,4R,6aR)-1-((((S)-2-aminopropanoyloxy)methoxy)carbonyl)-4-(4-boronobutyl)octahydropyrrolo[3,4-b]pyrrole-4-carboxylic acid